N=1SCCN2C1CN(CC2)C(=O)O.O2C(=NC1=C2C=CC=C1)C1=CC=C(C2=CC=CC=C12)C=1OC2=C(N1)C=CC=C2 1,4-di(benzoxazol-2-yl)naphthalene 3,4,6,7-tetrahydropyrazino[2,1-c][1,2,4]thiadiazine-8(9H)-carboxylate